NC(CN(C)C)C1=CC(=C(C=C1)Cl)Cl [2-amino-2-(3,4-dichlorophenyl)ethyl]dimethylamine